[Ga].[Al].[In] indium aluminium gallium